FC1=CC=C(C=C1)C1=CC=C(C(=N1)C=1N=NNN1)CN (6-(4-fluorophenyl)-2-(2H-tetrazol-5-yl)pyridin-3-yl)methanamine